5-chloro-N-[4-[[dimethyl(oxo)-λ6-sulfanylidene]amino]-2-methoxy-phenyl]-4-(1H-indol-3-yl)pyrimidin-2-amine ClC=1C(=NC(=NC1)NC1=C(C=C(C=C1)N=S(=O)(C)C)OC)C1=CNC2=CC=CC=C12